[N+](=O)([O-])C(CC(CC(C)([N+](=O)[O-])[N+](=O)[O-])([N+](=O)[O-])[N+](=O)[O-])[N+](=O)[O-] 1,3,5-trinitro-1,3,5-trinitrohexane